3-methyl-6-(1-methyl-1H-imidazol-5-yl)-N-(6-(trifluoromethyl)pyridin-3-yl)pyrazine-2-carboxamide ethyl-4-hydroxy-1,5-dimethyl-2-oxo-6,7-dihydro-5H-cyclopenta[b]pyridine-3-carboxylate C(C)OC(=O)C1=C(C2=C(N(C1=O)C)CCC2C)O.CC=2C(=NC(=CN2)C2=CN=CN2C)C(=O)NC=2C=NC(=CC2)C(F)(F)F